CC1(OC2=C(C1)C=CC(=C2)N)C 2,2-dimethyl-2,3-dihydrobenzofuran-6-amine